N-(6-(2-(tert-butylamino)-2-oxoethyl)-6-azaspiro[2.5]oct-1-yl)adamantane-1-carboxamide C(C)(C)(C)NC(CN1CCC2(CC2NC(=O)C23CC4CC(CC(C2)C4)C3)CC1)=O